ClC1=C(C(=C(C=C1OC)OC)C1CC1)C1=NC=C2C=C(N=CC2=C1)N[C@@H]1COCC[C@@H]1NC(C=C)=O N-((3S,4S)-3-((7-(2-chloro-6-cyclopropyl-3,5-dimethoxyphenyl)-2,6-naphthyridin-3-yl)amino)tetrahydro-2H-pyran-4-yl)acrylamide